(R)-1-(4-((3-(trifluoromethyl)phenyl)oxy)-6-((6-chloropyridin-2-yl)amino)-1,3,5-triazin-2-yl)pyrrolidin-3-ol FC(C=1C=C(C=CC1)OC1=NC(=NC(=N1)NC1=NC(=CC=C1)Cl)N1C[C@@H](CC1)O)(F)F